N-(6-methyl-5-(3-(9-(tetrahydro-2H-pyran-2-yl)-9H-purin-6-yl)pyridin-2-ylamino)pyridin-3-yl)-2-(trifluoromethyl)isonicotinamide CC1=C(C=C(C=N1)NC(C1=CC(=NC=C1)C(F)(F)F)=O)NC1=NC=CC=C1C1=C2N=CN(C2=NC=N1)C1OCCCC1